C[Si](CCOCC1=NNC2=CC(=C(C=C12)NC1=NC=NC(=C1)NC1=NC=CC=C1)OC)(C)C ((2-(trimethylsilyl)ethoxy)methyl)-5-(6-(pyridin-2-ylamino)pyrimidin-4-ylamino)-6-methoxyindazole